C1(=CC=CC=C1)[C@H](C)OC(=O)C1CC2(C1)CC(C2)NC(=O)C2=NN(C1=CC=CC(=C21)CC2=CC=C(C=C2)C(F)(F)F)CC (S)-6-(1-ethyl-4-(4-(trifluoromethyl)benzyl)-1H-indazole-3-carboxamido)spiro[3.3]heptane-2-carboxylic acid 1-phenylethyl ester